OC1=CC=C2CCCC3(CCC=4C(=NC(=NC4C3)OC[C@H]3N(CCC3)C(C)C)N3CCN(CC3)C(=O)OC(C)(C)C)C2=C1 tert-butyl 4-(7-hydroxy-2'-(((S)-1-isopropylpyrrolidin-2-yl)methoxy)-3,4,5',8'-tetrahydro-2H,6'H-spiro[naphthalene-1,7'-quinazolin]-4'-yl)piperazine-1-carboxylate